(3-bromo-6-chloropyridin-2-yl)methylamine hydrochloride Cl.BrC=1C(=NC(=CC1)Cl)CN